C1CC12CCN(CC2)C2=C(C=CC(=C2)Br)N(C=O)C=2C=C1C=CC(=NC1=C(C2F)N2CCC(CC2)(F)F)OC [2-(6-azaspiro[2.5]oct-6-yl)-4-bromophenyl]-N-[8-(4,4-difluoropiperidinyl)-7-fluoro-2-methoxy(6-quinolinyl)]formamide